4-(5-bromothiophen-2-yl)piperidine BrC1=CC=C(S1)C1CCNCC1